C=C(CC1=NCCC2=CC=CC=C12)C 1-(2-methylenepropyl)-3,4-dihydroisoquinoline